NCC1=C(C=C(C=C1)NC1=NOC(C1)(C(F)(F)F)C1=CC(=C(C=C1)F)SC(F)(F)F)Cl N-(4-(aminomethyl)-3-chlorophenyl)-5-(4-fluoro-3-((trifluoromethyl)thio)phenyl)-5-(trifluoromethyl)-4,5-dihydroisoxazol-3-amine